ClC1=CC=C(C=C1)N(C(=O)C1=NC(=NC=C1)C1=CC=C(C=C1)C)C N-(4-chlorophenyl)-N-methyl-2-(p-tolyl)pyrimidine-4-carboxamide